6-benzyl-5-(cyclopropylamino)-1,3,8-trimethylpyrido[2,3-d]pyrimidine-2,4,7(1h,3h,8h)-trione C(C1=CC=CC=C1)C1=C(C2=C(N(C(N(C2=O)C)=O)C)N(C1=O)C)NC1CC1